FC(C1=C2CN(C(C2=CC(=C1)[C@@H](C)NC1(CCC1)C)=O)C1=CC(=CC=C1)[C@@H](C1COC1)C1=NN=CN1C)F 4-(difluoromethyl)-2-(3-((R)-(4-methyl-4H-1,2,4-triazol-3-yl)(oxetan-3-yl)methyl)phenyl)-6-((R)-1-((1-methylcyclobutyl)amino)ethyl)isoindolin-1-one